BrC=1C=C(C=CC1O)CC1=C(C=C(OCC(=O)OCC)C=C1Cl)Cl ethyl 2-[4-[(3-bromo-4-hydroxy-phenyl)methyl]-3,5-dichloro-phenoxy]acetate